COC(=O)C1(OC2=C(C(=C(C(=C2CC1)C)O)C)C)C.C(=C)C[SiH](OC(C)=O)OC(C)=O Vinylmethyl-diacetoxysilane methyl-6-hydroxy-2,5,7,8-tetramethylchromane-2-carboxylate